5-[4-(Pentylamino)-3-(trifluoromethyl)phenyl]-3,6-dihydro-2H-1,3,4-oxadiazin-2-one C(CCCC)NC1=C(C=C(C=C1)C1=NNC(OC1)=O)C(F)(F)F